6-(Chloromethyl)-7-fluoro-4-(trifluoromethyl)-2,3-dihydro-1H-isoindol-1-one ClCC1=CC(=C2CNC(C2=C1F)=O)C(F)(F)F